FC1=CC=C(C=C1)N1C(N(C=CC1=O)C(C)C)=O 3-(4-fluorophenyl)-1-isopropyl-2,4-dioxo-1,2,3,4-tetrahydropyrimidine